FC1=CC=C(C=C1)C1=CNC2=CC(=CC=C12)C 3-(4-fluorophenyl)-6-methyl-1H-indole